CC1=NNC(=C1C)C(=O)O 3,4-dimethyl-1H-pyrazole-5-carboxylic acid